(((3S,5R,8R,9S,10S,13R,14S,17R)-14-hydroxy-10,13-dimethyl-17-(2-oxo-2H-pyran-5-yl)hexadecahydro-1H-cyclopenta[a]phenanthren-3-yl)oxy)methyl dihydrogen phosphate P(=O)(OCO[C@H]1CC[C@@]2([C@H]3CC[C@@]4([C@H](CC[C@@]4([C@@H]3CC[C@@H]2C1)O)C=1C=CC(OC1)=O)C)C)(O)O